tert-butyl 4-[2-[4-(2,6-dibenzyloxy-3-pyridinyl)-2-fluorophenyl]-ethynyl]-4-fluoropiperidine-1-carboxylate C(C1=CC=CC=C1)OC1=NC(=CC=C1C1=CC(=C(C=C1)C#CC1(CCN(CC1)C(=O)OC(C)(C)C)F)F)OCC1=CC=CC=C1